NCCNCCC[SiH2]C(OCC)OCC N-(2-aminoethyl)-3-aminopropyl-diethoxymethylsilane